N-methyl-pyridine-3-carboxylic acid CN1CC(=CC=C1)C(=O)O